C1(CCCCC1)OC(CC1(C(N(C(C2=CC=C(C=C12)Cl)=O)C)=O)C)=O 2-(6-chloro-2,4-dimethyl-1,3-dioxo-1,2,3,4-tetrahydroisoquinolin-4-yl)acetic acid cyclohexyl ester